C(C)(=O)OC(COC1=CC=C(C=C1)S(=O)(=O)C1=CC(=C(C(=C1)Cl)OCCCCl)Cl)CS(=O)(=O)CC 1-(4-((3,5-dichloro-4-(3-chloropropoxy)phenyl)sulfonyl)phenoxy)-3-(ethylsulfonyl)propan-2-yl acetate